2,3,5-trifluorophenylboric acid FC1=C(C=C(C=C1F)F)OB(O)O